IC1=CC(=C(C=C1C)NC1=NC=C(C=C1)N1CCOCC1)C N-(4-iodo-2,5-dimethylphenyl)-5-morpholinopyridin-2-amine